zinc 3-decenate C(CC=CCCCCCC)(=O)[O-].[Zn+2].C(CC=CCCCCCC)(=O)[O-]